(+)-6-(4-chlorophenyl)-N-[(2S)-1-hydroxypropan-2-yl]-3-oxo-2-(1,2-thiazol-4-yl)-2,3-dihydropyridazine-4-carboxamide ClC1=CC=C(C=C1)C=1C=C(C(N(N1)C=1C=NSC1)=O)C(=O)N[C@H](CO)C